COC(C(C(=O)OC)[C@@H](C[N+](=O)[O-])C=1C(=CC2=C(C=CO2)C1)F)=O |o1:8| (R*)-2-[1-(6-fluorobenzofuran-5-yl)-2-nitroethyl]malonic acid dimethyl ester